(-)-2-((5-(2-(7-Amino-2-methylhept-3-yl)-2,6-diazaspiro[3.4]oct-6-yl)-1,2,4-triazin-6-yl)oxy)-N-ethyl-5-fluoro-N-isopropylbenzamide formate C(=O)O.NCCCCC(C(C)C)N1CC2(C1)CN(CC2)C=2N=CN=NC2OC2=C(C(=O)N(C(C)C)CC)C=C(C=C2)F